CN(CCCNC(=N)NC1=NC2=C(C=CC=C2C(=N1)C)O)C 1-(3-(dimethylamino)propyl)-3-(8-hydroxy-4-methylquinazolin-2-yl)guanidine